O=C1NC=C(C(N1)=O)C=1C=C(C=2N(N1)C=CN2)N2CC(CC2)(C#N)F 1-[6-(2,4-dioxo-1H-pyrimidin-5-yl)imidazo[1,2-b]pyridazin-8-yl]-3-fluoro-pyrrolidine-3-carbonitrile